2-((2s,3r)-2-(5-chloro-1,2,3,4-tetrahydroquinoline-1-carbonyl)-3-hydroxypyrrolidin-1-yl)-6-methyl-4-(trifluoromethyl)nicotinonitrile ClC1=C2CCCN(C2=CC=C1)C(=O)[C@H]1N(CC[C@H]1O)C1=C(C#N)C(=CC(=N1)C)C(F)(F)F